NC1=CC(=C(C(=C1)F)N1C(C2=CC=C(C=C2C(=C1)C(=C)C)N1N=C(N(C1=O)CC)COCC1=CC=CC=C1)=O)Cl (4-amino-2-chloro-6-fluorophenyl)-6-(3-((benzyloxy)methyl)-4-ethyl-5-oxo-4,5-dihydro-1H-1,2,4-triazol-1-yl)-4-(prop-1-en-2-yl)isoquinolin-1(2H)-one